ammonium sarcosinate N(C)CC(=O)[O-].[NH4+]